CS(=O)CC1=CC=C(C=N1)C(=O)OC methyl 6-(methylsulfinylmethyl)pyridine-3-carboxylate